(E)-3-((3-((E)-2-(pyridin-4-yl)vinyl)-1H-indazol-6-yl)methylene)isoindol-1-one trifluoroacetate salt FC(C(=O)O)(F)F.N1=CC=C(C=C1)/C=C/C1=NNC2=CC(=CC=C12)\C=C/1\NC(C2=CC=CC=C12)=O